(6-amino-3-bromo-2-fluorophenyl)(2-(1-methyl-1H-pyrazol-4-yl)piperidin-1-yl)methanone NC1=CC=C(C(=C1C(=O)N1C(CCCC1)C=1C=NN(C1)C)F)Br